OC(C(C)NC(CCC(=O)O)=O)=O 4-[(2-hydroxy-1-methyl-2-oxo-ethyl)amino]-4-oxo-butyric acid